cyclopentylpyrrolidine-1-carboxylate C1(CCCC1)OC(=O)N1CCCC1